C1(CC1)C1=CC(N(N=C1C)CC1=C(C(=CC=C1C)OC)C)=S 5-cyclopropyl-2-(3-methoxy-2,6-dimethylbenzyl)-6-methylpyridazine-3(2H)-thione